1-(3-carboxybenzyl)-4,4'-bipyridinium chloride [Cl-].C(=O)(O)C=1C=C(C[N+]2=CC=C(C=C2)C2=CC=[NH+]C=C2)C=CC1.[Cl-]